(2R,3S,4R,5R)-2-[(R)-(4-chlorophenyl)-hydroxy-methyl]-5-[6-methoxyimino-3H-purin-9-yl]tetrahydrofuran-3,4-diol trifluoroacetic acid salt FC(C(=O)O)(F)F.ClC1=CC=C(C=C1)[C@H]([C@H]1O[C@H]([C@@H]([C@@H]1O)O)N1C=2NC=NC(C2N=C1)=NOC)O